anthracene-9,10-diboronic acid dipicolinate N1=C(C=CC=C1)C(=O)O.N1=C(C=CC=C1)C(=O)O.C1=CC=CC2=C(C3=CC=CC=C3C(=C12)B(O)O)B(O)O